Cl.C(C(NCCOCCOCCNC(CC(=O)O)C(=O)O)C(=O)O)C(=O)O 6,9-dioxa-3,12-diazatetradecane-1,2,13,14-tetracarboxylic acid hydrochloride